ClC=1C=C(C=CC1)C([C@@H](OC(N[C@H](C(N[C@H](C(OC(CC)=O)S(=O)(=O)[O-])C[C@H]1C(NCC1)=O)=O)CC1CCCCC1)=O)C1=CC=CC=C1)(F)F.[Na+] sodium (2S,6S,9S)-1-(3-chlorophenyl)-6-(cyclohexylmethyl)-1,1-difluoro-4,7,12-trioxo-9-(((S)-2-oxopyrrolidin-3-yl)methyl)-2-phenyl-3,11-dioxa-5,8-diazatetradecane-10-sulfonate